[6-[2-[cyclopropyl-(methyl)amino]ethoxy]-3-pyridinyl]acetic acid C1(CC1)N(CCOC1=CC=C(C=N1)CC(=O)O)C